racemic-1-(5-iodo-2-pyrimidin-2-yl-1,2,4-triazol-3-yl)ethylamine IC=1N=C(N(N1)C1=NC=CC=N1)[C@@H](C)N |r|